OCC12CC(C1)(C2)C2=CC=CC=1N(C(N(C12)C)=O)C1C(NC(CC1)=O)=O 3-[4-[3-(Hydroxymethyl)-1-bicyclo[1.1.1]pentanyl]-3-methyl-2-oxo-benzimidazol-1-yl]piperidine-2,6-dione